FC1(OC2=C(O1)C=CC(=C2)[C@H](C)OC=2C=C(C=CC2)N2N=C(C=1CCCC(C21)C(=O)N2CCC(CC2)C(=O)OC)C(F)(F)F)F methyl 1-[1-[3-[(1S)-1-(2,2-difluoro-1,3-benzodioxol-5-yl)ethoxy]phenyl]-3-(trifluoromethyl)-4,5,6,7-tetrahydroindazole-7-carbonyl]piperidine-4-carboxylate